1-methyl-5-ethylthio-1,2,4-triazole CN1N=CN=C1SCC